(1R,5S,6R,7S)-N-(4-fluoro-3-(tri-fluoromethyl)-phenyl)-7-(5-(5-hydroxy-3a,5,6,6a-tetrahydro-4H-cyclopenta[d]isoxazol-3-yl)-2-meth-oxybenzamido)-bicyclo[3.2.0]heptane-6-carboxamide FC1=C(C=C(C=C1)NC(=O)[C@@H]1[C@H]2CCC[C@H]2[C@@H]1NC(C1=C(C=CC(=C1)C1=NOC2C1CC(C2)O)OC)=O)C(F)(F)F